C1(=CC=CC=C1)C=1N=C2N(C(C1)=O)C=CC=C2 2-phenyl-4H-pyrido[1,2-a]pyrimidine-4-one